NC1=NC=CC(=C1Cl)SC=1C(=NC(=CN1)Cl)N 3-((2-amino-3-chloropyridin-4-yl)sulfanyl)-6-chloropyrazin-2-amine